O1C=CC2=C1C=CS2 furothiophene